C(C)(C)(C)NC(CN(C=1C2=C(N=C(N1)C1=NC=CC(=C1)OCCN1N=NN=C1)CCC2)C)=O N-tert-butyl-2-[methyl(2-{4-[2-(1H-1,2,3,4-tetrazol-1-yl)ethoxy]pyridin-2-yl}-5H,6H,7H-cyclopenta[d]pyrimidin-4-yl)amino]acetamide